1-(4-(6-acetyl-2-(4-(2,4-difluorophenoxy)piperidin-1-yl)-5,6,7,8-tetrahydropyrido[3,4-b]pyrazin-3-yl)piperidin-1-yl)ethan-1-one C(C)(=O)N1CC2=NC(=C(N=C2CC1)N1CCC(CC1)OC1=C(C=C(C=C1)F)F)C1CCN(CC1)C(C)=O